C(C)NC(=O)[C@H]1O[C@H]([C@@H]([C@@H]1O)O)N1C2=NC(=NC(=C2N=C1)NC)C=1C=NC=CC1 (2s,3s,4r,5r)-N-ethyl-3,4-dihydroxy-5-(6-(methylamino)-2-(pyridin-3-yl)-9H-purin-9-yl)-tetrahydrofuran-2-carboxamide